C(#N)C1(CC1)C=1C=CC=2N(C1)C(=C(N2)C(=O)O)S(=O)(=O)CC 6-(1-cyanocyclopropyl)-3-ethylsulfonyl-imidazo[1,2-a]Pyridine-2-carboxylic acid